6-((4-fluoro-6-(methylamino)pyrazolo[1,5-a]pyridin-3-yl)oxy)-1-methyl-2-((1-methyl-2-oxo-5-(trifluoromethyl)-1,2-dihydropyridin-3-yl)amino)-1H-imidazo[4,5-b]pyridine-7-carbonitrile FC=1C=2N(C=C(C1)NC)N=CC2OC=2C(=C1C(=NC2)N=C(N1C)NC=1C(N(C=C(C1)C(F)(F)F)C)=O)C#N